tertbutyl 2-(3-bromo-5-chloro-phenyl)-2-oxo-acetate BrC=1C=C(C=C(C1)Cl)C(C(=O)OC(C)(C)C)=O